2-(2-methyl-5-nitro-1H-imidazolyl)acetaldehyde CC=1N(C(=CN1)[N+](=O)[O-])CC=O